C(C1C(C)O1)OC(C1=CC=C(C(=O)OCC2C(C)O2)C=C1)=O bis-(2,3-epoxybutyl)terephthalate